1-chloroundecanol ClC(CCCCCCCCCC)O